[(R)-8-methoxy-6-fluoro-3-methoxy-1,3,4,5-tetrahydropyrido[4,3-b]indol-2-yl]-[5-(trifluoromethyl)-1H-pyrazol-3-yl]methanone COC1=CC=2C3=C(NC2C(=C1)F)C[C@H](N(C3)C(=O)C3=NNC(=C3)C(F)(F)F)OC